CC(CCCCN(CCCCCCC(C(=O)OC(CCCCCCCC)CCCCCCCC)(C)C)CCO)(C(OCCCCCCCCCCC)=O)C 1-octylnonyl 8-[(5,5-dimethyl-6-oxo-6-undecoxy-hexyl)-(2-hydroxyethyl)amino]-2,2-dimethyl-octanoate